CCC(C)(C)C(=O)O[C@H]1C[C@H](C=C2[C@H]1[C@H]([C@H](C=C2)C)CC[C@@H]3C[C@H](CC(=O)O3)O)C The molecule is a member of the class of hexahydronaphthalenes that is lovastatin in which the 2-methylbutyrate ester moiety has been replaced by a 2,2-dimethylbutyrate ester group. It is used as a cholesterol-lowering and anti-cardiovascular disease drug. It has a role as an EC 3.4.24.83 (anthrax lethal factor endopeptidase) inhibitor and a prodrug. It is a delta-lactone, a fatty acid ester, a statin (semi-synthetic) and a member of hexahydronaphthalenes. It derives from a lovastatin.